7-(6-(4,4-difluoropiperidine-1-carbonyl)-8-fluoroisoquinolin-1-yl)-2-methyl-5,6,7,8-tetrahydro-[1,2,4]triazolo[4,3-a]pyrazin-3(2H)-one FC1(CCN(CC1)C(=O)C=1C=C2C=CN=C(C2=C(C1)F)N1CC=2N(CC1)C(N(N2)C)=O)F